FC=1C(=C(C=CC1C(F)(F)F)C1(CC1)C(=O)OC)OC methyl 1-[3-fluoro-2-methoxy-4-(trifluoromethyl)phenyl]cyclopropane-1-carboxylate